3-(3-(2-((3-(2-carboxy-2-(pyrrolidin-3-yl)ethyl)benzyl)((3-(2-carboxy-2-(pyrrolidin-3-yl)ethyl)phenoxy)carbonyl)amino)ethoxy)phenyl)-2-(pyrrolidin-3-yl)propanoic acid C(=O)(O)C(CC=1C=C(CN(CCOC=2C=C(C=CC2)CC(C(=O)O)C2CNCC2)C(=O)OC2=CC(=CC=C2)CC(C2CNCC2)C(=O)O)C=CC1)C1CNCC1